COC(C(C)O)O methoxy-1,2-propanediol